N-[Trans-(7RS,9RS)-7-[(3-cyanophenyl)carbamoylamino]-3-cyclopropyl-5-(2-methylpropylsulfamoyl)-8,9-dihydro-7H-cyclopenta[h]isochinolin-9-yl]pyridin-3-carboxamid C(#N)C=1C=C(C=CC1)NC(=O)N[C@@H]1C[C@H](C=2C1=CC(=C1C=C(N=CC21)C2CC2)S(NCC(C)C)(=O)=O)NC(=O)C=2C=NC=CC2 |r|